C(C)N(CCC1=CNC2=C(C=C(C=C12)F)C)C n-ethyl-2-(5-fluoro-7-methyl-1H-indol-3-yl)-N-methylethan-1-amine